ClC1=CN=C(S1)COC1=CC=CC(=N1)C1=CC(=C(CC2=NC3=C(N2[C@@H]2COCC2(C)C)C=C(C=C3)C(=O)O)C=C1F)F (S)-2-(4-(6-((5-chlorothiazol-2-yl)methoxy)pyridin-2-yl)-2,5-difluorobenzyl)-1-(4,4-dimethyltetrahydrofuran-3-yl)-1H-benzo[d]imidazole-6-carboxylic acid